C(C)C=1N(C2=C(C(=NC(=C2)C)C)N1)C1=CC=C(CCNC(=O)NS(=O)(=O)C2=CC=C(C=C2)C)C=C1 N-((4-(2-ethyl-4,6-dimethyl-1H-imidazo[4,5-c]pyridin-1-yl)phenethyl)-carbamoyl)-4-methylbenzenesulfonamide